7-{3-[1-(Cyclobutylmethyl)-1H-pyrazol-4-yl]-6-methylpyridin-2-yl}-3-methoxycinnolin C1(CCC1)CN1N=CC(=C1)C=1C(=NC(=CC1)C)C1=CC=C2C=C(N=NC2=C1)OC